OC=1C=C(C=CC1OC)CN[C@H](C(=O)O)CCC(C)(C)C (2S)-2-{[(3-hydroxy-4-methoxyphenyl)methyl]amino}-5,5-dimethylhexanoic acid